2-(di-(octyloxy)phosphono)-2-hydroxypropionic acid C(CCCCCCC)OOP(=O)(OOCCCCCCCC)OC(C(=O)O)C